C(C)(C)(C)OC(=O)N1CCC2(CC1)CCN(CC2)CC2CCN(CC2)C2=C(C=C(C(=C2)OC)[N+](=O)[O-])C=2C=NN(C2)C 9-((1-(5-methoxy-2-(1-methyl-1H-pyrazol-4-yl)-4-nitrophenyl)piperidin-4-yl)methyl)-3,9-diazaspiro[5.5]undecane-3-carboxylic acid tert-butyl ester